(2-dimethylaminoethyl)cyclopentadienyl-tricarbonyl-molybdenum hydride CN(CCC1(C=CC=C1)[MoH](=C=O)(=C=O)=C=O)C